Tertbutylammonium chlorid [Cl-].C(C)(C)(C)[NH3+]